N-phenyl-itaconimide C1(=CC=CC=C1)N1C(C(=C)CC1=O)=O